N1(CCNCC1)C(C)C=1C=C2N=CC=NC2=CC1 6-(1-(piperazin-1-yl)ethyl)quinoxaline